tert-butyl 4-{3-[8-amino-6-(4-fluorophenyl)-5-{3-methylimidazo[1,2-a]pyridin-6-yl}imidazo[1,2-a]pyrazine-2-amido]bicyclo[1.1.1]pentan-1-yl}piperazine-1-carboxylate NC=1C=2N(C(=C(N1)C1=CC=C(C=C1)F)C=1C=CC=3N(C1)C(=CN3)C)C=C(N2)C(=O)NC23CC(C2)(C3)N3CCN(CC3)C(=O)OC(C)(C)C